2-[2-(2-{2-[(R)-Tetrahydro-3-furyl]-4-oxo-7-(trifluoromethyl)-3,5-dihydro-1,3,5-triaza-5-indenyl}-6-cyclopropyl-4-pyridyl)-5-fluorophenyl]-1-methyl-4-imidazolecarbonitrile O1C[C@H](CC1)C1=NC=2C(=CN(C(C2N1)=O)C1=NC(=CC(=C1)C1=C(C=C(C=C1)F)C=1N(C=C(N1)C#N)C)C1CC1)C(F)(F)F